ClC=1C=C(C=CC1C)N(C(C)=O)C1=NC=CC(=C1)[N+](=O)[O-] N-(3-chloro-4-methylphenyl)-N-(4-nitropyridin-2-yl)acetamide